1-[1-[2-(difluoromethoxy)pyridin-4-yl]-3-hydroxypropyl]-3-[(1r,3r)-3-(trifluoromethyl)cyclobutyl]urea FC(OC1=NC=CC(=C1)C(CCO)NC(=O)NC1CC(C1)C(F)(F)F)F